C12C(CC(CC1)C2)N(CCCC[C@@H](C(=O)N[C@H](C(=O)O)CO)NC(COCCOCCNC(=O)C2=CC=C(C=C2)C(C)(C)C)=O)CC(C)C (2S)-2-[(2S)-6-{bicyclo[2.2.1]heptan-2-yl(2-methylpropyl)amino}-2-[2-(2-{2-[(4-tert-butylphenyl)formamido]ethoxy}ethoxy)acetamido]hexanamido]-3-hydroxypropanoic acid